C[C@@H]1N(C[C@@H](C1)OC1=NC=2C(=NC=CC2)N1C)CC1=CN=C(S1)NC(C)=O N-(5-(((2S,4R)-2-methyl-4-((3-methyl-3H-imidazo[4,5-b]pyridin-2-yl)oxy)pyrrolidin-1-yl)methyl)thiazol-2-yl)acetamide